N-((1s,3s)-3-((5-(cinnolin-6-yl)-7H-pyrrolo[2,3-d]pyrimidin-2-yl)amino)-1-methylcyclobutyl)propionamide N1=NC=CC2=CC(=CC=C12)C1=CNC=2N=C(N=CC21)NC2CC(C2)(C)NC(CC)=O